cyclohexenedione oxime C1(C(C=CCC1)=O)=NO